(S)-(-)-1-methyl-benzylamine C[C@]1(CN)CC=CC=C1